OC1=C(C=CC(=C1)O)/C=C/C(=O)N1CCN(CC1)C(C1=CC=C(C=C1)C(F)(F)F)=O (E)-3-(2,4-dihydroxyphenyl)-1-[4-(4-trifluoromethylbenzoyl)piperazin-1-yl]prop-2-en-1-one